(R)-N,N-diallyl-2-(methoxymethoxy)-3-(2-methyl-3-(benzenesulfonyl)propyl)aniline C(C=C)N(C1=C(C(=CC=C1)C[C@H](CS(=O)(=O)C1=CC=CC=C1)C)OCOC)CC=C